2-formyl-1-methylpyrrole C(=O)C=1N(C=CC1)C